((6-chloro-2-(4-methylpiperazin-1-yl)pyrido[3,4-d]pyrimidin-4-yl)amino)-N-(4-(trifluoromethyl)phenyl)ethane-1-sulfonamide ClC1=CC2=C(N=C(N=C2NC(C)S(=O)(=O)NC2=CC=C(C=C2)C(F)(F)F)N2CCN(CC2)C)C=N1